7-(Diethylamino)-3-(5-methylbenzo[d]oxazol-2-yl)-2H-chromen-2-one C(C)N(C1=CC=C2C=C(C(OC2=C1)=O)C=1OC2=C(N1)C=C(C=C2)C)CC